rac-1-amino-4,5-difluoro-2,3-dihydro-1H-indene-1-carboxylic acid N[C@@]1(CCC2=C(C(=CC=C12)F)F)C(=O)O |r|